N2,N4-bis(2,3-dimethyl-2H-indazol-6-yl)-N2,N4-Dimethyl-pyrimidine-2,4-diamine CN1N=C2C=C(C=CC2=C1C)N(C1=NC=CC(=N1)N(C)C=1C=CC2=C(N(N=C2C1)C)C)C